(3S,4S)-4-{[5-(2,4-difluoro-phenyl)-isoxazole-3-carbonyl]-amino}-1-((1R,2S)-2-hydroxy-cyclohexyl)-piperidine-3-carboxylic acid methyl-phenethyl-amide CN(C(=O)[C@H]1CN(CC[C@@H]1NC(=O)C1=NOC(=C1)C1=C(C=C(C=C1)F)F)[C@H]1[C@H](CCCC1)O)CCC1=CC=CC=C1